C(=O)(OCC1C2=CC=CC=C2C2=CC=CC=C12)N N-Fmocamine